C1(=CC=CC=C1)C1=C(C=2CC3=CC=CC=C3C2C=C1)C1=CC=CC=C1 bis(phenyl)fluorene